1-chloro-3-propyl-1,3-disilacyclobutane Cl[SiH]1C[SiH](C1)CCC